FC1=CC(=CC=2CCCOC21)B2OC(C(O2)(C)C)(C)C 2-(8-fluoro-3,4-dihydro-2H-1-benzopyran-6-yl)-4,4,5,5-tetramethyl-1,3,2-dioxaborolane